C(C=C)(=O)[C].[W].[C] carbon tungsten alloyl-carbon